BrC1=C(C=C(C=C1)OC(F)(F)F)C1=NN=C(O1)C(=O)OCC ethyl 5-(2-bromo-5-(trifluoromethoxy) phenyl)-1,3,4-oxadiazole-2-carboxylate